8-bromo-4-(trifluoromethanesulfonyloxy)isoquinoline-3-carboxylic acid methyl ester COC(=O)C=1N=CC2=C(C=CC=C2C1OS(=O)(=O)C(F)(F)F)Br